ClC=1C=C(C=CC1O)C1=NC(=NO1)N1C=CC2=CC(=CC=C12)C=O (5-(3-chloro-4-hydroxyphenyl)-1,2,4-oxadiazol-3-yl)-1H-indole-5-carbaldehyde